ClC1=C(C(=O)NC2=NN=NN2C)C=CC(=C1NC(=O)C1CC1)OC(F)(F)F 2-chloro-3-(cyclopropanecarbonylamino)-N-(1-methyltetrazol-5-yl)-4-(trifluoromethoxy)benzamide